tert-Butyl (2R,4R)-4-amino-2-({[tert-butyl(dimethyl)silyl]oxy}methyl)-3,3-difluoropyrrolidine-1-carboxylate N[C@H]1C([C@H](N(C1)C(=O)OC(C)(C)C)CO[Si](C)(C)C(C)(C)C)(F)F